1-(4-(4-amino-5-(3-fluoro-4-((6-methylpyridin-2-yl)oxy)phenyl)pyrazolo[5,1-f][1,2,4]triazin-6-yl)piperidin-1-yl)prop-2-en-1-one NC1=NC=NN2C1=C(C(=N2)C2CCN(CC2)C(C=C)=O)C2=CC(=C(C=C2)OC2=NC(=CC=C2)C)F